C1(=CC=CC=C1)CCCC=1NC=CN1 phenylpropylimidazole